CC(C)(C)C1=CC=2C=3C=C(C=C4C=C(C=C(C5=CC(=CC(=C1)C52)C(C)(C)C)C43)C(C)(C)C)C(C)(C)C 2,5,8,11-tetrakis(1,1-dimethylethyl)perylene